4-[5-(1-hydroxy-1-methyl-ethyl)-2-[5-(4-piperidyloxy)norbornan-2-yl]oxy-phenyl]-6-methyl-1H-pyrrolo[2,3-c]pyridin-7-one OC(C)(C)C=1C=CC(=C(C1)C=1C2=C(C(N(C1)C)=O)NC=C2)OC2C1CC(C(C2)C1)OC1CCNCC1